[Si](C)(C)(C(C)(C)C)OOCCSC1=NN=C(S1)N 5-((2-((tert-butyldimethylsilyloxy)oxy)ethyl)thio)-1,3,4-thiadiazol-2-amine